S1C2N(C=C1)C=CN2N Imidazo[2,1-b]Thiazol-7-amine